[3-[2-(Dimethylamino)ethyl]-1-methylindol-4-yl] dihydrogen phosphate P(=O)(OC1=C2C(=CN(C2=CC=C1)C)CCN(C)C)(O)O